CN1N=C(C(=C1C(=O)OCC)C(F)(F)F)C1=CSC2=CN=CC=C21 ethyl 1-methyl-3-(thieno[2,3-c]pyridin-3-yl)-4-(trifluoromethyl)-1H-pyrazole-5-carboxylate